[N+](=O)([O-])C1=C(CN(C)C2CCCCC2)C=CC=C1 N-(2-nitrobenzyl)-N-methylcyclohexylamine